C(C)OC(C(CC)(CC)NC(=O)C1=NC(=C(C=C1)Br)OCC(COCC1=CC=CC=C1)(C)C)=O 2-(6-(3-(benzyloxy)-2,2-dimethylpropoxy)-5-bromopyridinecarboxamido)-2-ethylbutyric acid ethyl ester